BrCCCCCCCCCCC1=C(C(=C(C(=C1C)OC)OC)OC)OC 1-(10-bromodecyl)-2,3,4,5-tetramethoxy-6-methyl-benzene